((2-(((3S,6S,9aS)-3-(3-(6-fluoro-4-methoxypyridin-3-yl)azetidine-1-carbonyl)-5-oxooctahydro-1H-pyrrolo[1,2-a]azepin-6-yl)carbamoyl)benzo[b]thiophen-5-yl)methyl)phosphonic acid FC1=CC(=C(C=N1)C1CN(C1)C(=O)[C@@H]1CC[C@H]2N1C([C@H](CCC2)NC(=O)C2=CC1=C(S2)C=CC(=C1)CP(O)(O)=O)=O)OC